C(C)(C)(C)OC(=O)N1CC(C1)OC=1C=NC(=CC1)C#N 3-[(6-cyanopyridin-3-yl)oxy]azetidine-1-carboxylic acid tert-butyl ester